(Z)-6-Eicosen-11-one CCCCC\C=C/CCCC(CCCCCCCCC)=O